N-((1r,4r)-4-(4-cyano-3-methoxyphenoxy)cyclohexyl)-6-(4-(4-(3-fluoro-4-nitrophenyl)piperazin-1-yl)piperidin-1-yl)Pyridazine-3-carboxamide C(#N)C1=C(C=C(OC2CCC(CC2)NC(=O)C=2N=NC(=CC2)N2CCC(CC2)N2CCN(CC2)C2=CC(=C(C=C2)[N+](=O)[O-])F)C=C1)OC